BrC1=NC=CC=C1NC([O-])=O (2-bromopyridin-3-yl)carbamate